[Si](C)(C)(C(C)(C)C)OC[C@H]1N(S(OC1)(=O)=O)C(=O)OC(C)(C)C tert-butyl (4R)-4-({[tert-butyl(dimethyl)silyl]oxy}methyl)-2,2-dioxo-1,2λ6,3-oxathiazolidine-3-carboxylate